2-((3-isopropyl-2-(2-methylpyridin-4-yl)-1H-indol-5-yl)oxy)-N-methyl-N-(piperidin-4-yl)acetamide C(C)(C)C1=C(NC2=CC=C(C=C12)OCC(=O)N(C1CCNCC1)C)C1=CC(=NC=C1)C